ClC=1C=C(C=C(C1)Cl)C1=CC=C2C(C(COC2=C1)(C)C)NC(O[C@@H]1CN2CCC1CC2)=O (S)-quinuclidin-3-yl (7-(3,5-dichlorophenyl)-3,3-dimethylchroman-4-yl)carbamate